N=1N(N=CC1)CC1=CC=C(C=C1)C1=NOC(=N1)C(F)(F)F 3-[4-(triazol-2-ylmethyl)phenyl]-5-(trifluoromethyl)-1,2,4-oxadiazole